CC(C)(C)[O-].[Nb+3].CC(C)(C)[O-].CC(C)(C)[O-] niobium(III) t-butoxide